N1[C@H](CCC1)CCNC(O[C@H]1[C@H](NC[C@@H]1O)CC1=CC=C(C=C1)C1=CC=C(C=C1)C(F)(F)F)=O (2R,3S,4S)-4-hydroxy-2-{[4'-(trifluoromethyl)-[1,1'-biphenyl]-4-yl]methyl}-pyrrolidin-3-yl N-{2-[(2R)-pyrrolidin-2-yl]ethyl}carbamate